C(C1=CC=CC=C1)C=1C=NC(=NC1)N1CCN(CC1)C=1C=NN2C1C=CC(=C2)C2=NN(C=C2)C 3-[4-(5-benzyl-pyrimidin-2-yl)piperazin-1-yl]-6-(1-methyl-1H-pyrazol-3-yl)pyrazolo[1,5-a]pyridine